2-isobutyl-4-ethyl-6-t-hexylphenol C(C(C)C)C1=C(C(=CC(=C1)CC)C(C)(C)CCC)O